O1C=C1 oxiren